CS(=O)(=O)O.C(C)(=O)N acetamide, monomethanesulfonic acid salt